C1(CC1)C1=NC=NC(=C1C=1N=CC2=C(N1)N(C1=C2C=CN=C1)C1CCC2=CC(=CC=C12)C=1N(C=C(N1)C(F)(F)F)C)OC 2-(4-cyclopropyl-6-methoxypyrimidin-5-yl)-9-(5-(1-methyl-4-(trifluoromethyl)-1H-imidazol-2-yl)-2,3-dihydro-1H-inden-1-yl)-9H-pyridino[4',3':4,5]pyrrolo[2,3-d]pyrimidine